ClC=1C(=C(C=C(C1)Cl)F)CCl ls-3,5-Dichloro-2-chloromethylfluorobenzene